S1C(CCCC1)(C1(SCCCC1)C1SCCCC1)N terthianamine